N-(1,3-benzodioxol-4-ylmethyl)-1-(4-phenylphenyl)methylamine O1COC2=C1C=CC=C2CNCC2=CC=C(C=C2)C2=CC=CC=C2